tert-butyl 4-(5-(5-(2,6-dimethylpyridin-4-yl)-6-isopropyl-4H-thieno[3,2-b]pyrrol-2-yl)-1,2,4-oxadiazol-3-yl)piperazine-1-carboxylate CC1=NC(=CC(=C1)C1=C(C2=C(N1)C=C(S2)C2=NC(=NO2)N2CCN(CC2)C(=O)OC(C)(C)C)C(C)C)C